4-heptaenal C(CCC=CCC)=O